methyl 5-thiocarbamoyl-4-(cyclobutylmethyl)-2-methylbenzoate C(N)(=S)C=1C(=CC(=C(C(=O)OC)C1)C)CC1CCC1